C(C)OP(=O)(OCC)C(C=1C=C2C=CC(=CC2=CC1)C(=O)OC)(F)F methyl 6-((diethoxyphosphoryl) difluoromethyl)-2-naphthoate